ClC=1C=C(C=NC1)C1=CC=C(C=C1)NC(C(OC(C)C)C=1N=C(SC1)NS(=O)(=O)C1CC1)=O N-(4-(5-chloropyridin-3-yl)phenyl)-2-(2-(cyclopropanesulfonamido)thiazol-4-yl)-2-isopropoxyacetamide